8-(2,6-Dimethoxy-4-pentylphenyl)7-methylimidazo[1,2-a]pyridine COC1=C(C(=CC(=C1)CCCCC)OC)C=1C=2N(C=CC1C)C=CN2